(2S)-3-(4-{2-[2-(2-ethoxyethoxy)ethoxy]ethoxy}phenyl)-2-(1,4,7,10-tetraazacyclododecane-1-yl)propanoic acid tert-butyl ester C(C)(C)(C)OC([C@H](CC1=CC=C(C=C1)OCCOCCOCCOCC)N1CCNCCNCCNCC1)=O